ClC=1C(=C(C=CC1O)NC=1C2=C(N=CN1)C=C(C(=N2)O[C@@H]2CN(CC2)C(=O)OC(C)(C)C)F)F tert-Butyl (S)-3-((4-((3-chloro-2-fluoro-4-hydroxyphenyl)amino)-7-fluoropyrido[3,2-d]pyrimidin-6-yl)oxy)pyrrolidine-1-carboxylate